3,5-difluoro-4-(6-((6-(methylamino)pyrimidin-4-yl)amino)-1H-pyrazolo[4,3-c]pyridin-1-yl)benzonitrile FC=1C=C(C#N)C=C(C1N1N=CC=2C=NC(=CC21)NC2=NC=NC(=C2)NC)F